COC1=C(C=CC(=C1)\C=C\C)O 2-methoxy-4-[(1E)-1-propen-1-yl]phenol